[(1E)-2-ethoxyvinyl]-4,4,5,5-tetramethyl-1,3,2-dioxaborolane C(C)O/C=C/B1OC(C(O1)(C)C)(C)C